3-(4-cyclopropyl-1-oxo-7-(trifluoromethyl)isoindolin-2-yl)piperidine-2,6-dione C1(CC1)C1=C2CN(C(C2=C(C=C1)C(F)(F)F)=O)C1C(NC(CC1)=O)=O